C1(CC1)N1C(C=2N(CC1)C1=C(C2C2=CC(=C(C#N)C=C2)F)N=CC=C1)=O 4-(8-Cyclopropyl-9-oxo-6,7,8,9-tetrahydropyrido[2',3':4,5]pyrrolo[1,2-a]pyrazin-10-yl)-2-fluorobenzonitrile